C([O-])([O-])=O.[K+].O=C(O)CN(C)C(N)=N.[K+] creatine potassium carbonate